3,3'-oxydipropiononitrile O(CCC#N)CCC#N